BrC1=NN(C2=CC(=C(C=C12)CBr)[N+](=O)[O-])C(C1=CC=CC=C1)(C1=CC=CC=C1)C1=CC=CC=C1 3-bromo-5-(bromomethyl)-6-nitro-1-trityl-indazole